CN1CCC(CC1)NC=1C=C2C(=CN1)SC(=C2)C(=O)N 5-[(1-methyl-4-piperidyl)amino]thieno[2,3-c]pyridine-2-carboxamide